tert-butyl N-((2-bromo-5-(bromomethyl)phenyl)methyl)-N-(5-((tert-butyl(dimethyl)silyl)oxymethyl)-3-pyridyl)carbamate BrC1=C(C=C(C=C1)CBr)CN(C(OC(C)(C)C)=O)C=1C=NC=C(C1)CO[Si](C)(C)C(C)(C)C